C(C)N[C@@H]1COC2(C3=CC(=CC=C13)C(F)(F)F)CC2 (S)-N-ethyl-7'-(trifluoromethyl)spiro[cyclopropane-1,1'-isochroman]-4'-amine